C(C)NC1=C2C(=NC(=C1)NC1=C(C=C(C=C1)S(=O)(=O)N1CCOCC1)OC)NC=C2C#N 4-(ethylamino)-6-((2-methoxy-4-(morpholinosulfonyl)phenyl)amino)-1H-pyrrolo[2,3-b]pyridine-3-carbonitrile